1,4-dinitronaphthalene [N+](=O)([O-])C1=CC=C(C2=CC=CC=C12)[N+](=O)[O-]